(3-(1H-imidazol-1-yl)propionamido)-N-(4-aminophenyl)cyclopentane-1-carboxamide N1(C=NC=C1)CCC(=O)NC1(CCCC1)C(=O)NC1=CC=C(C=C1)N